2-(6-(((1S,3S)-3-((5-(1-hydroxycyclobutyl)-1,2,4-oxadiazol-3-yl)amino)cyclopentyl)amino)pyridin-3-yl)pyridazin-3(2H)-one OC1(CCC1)C1=NC(=NO1)N[C@@H]1C[C@H](CC1)NC1=CC=C(C=N1)N1N=CC=CC1=O